CC1(CNC(O1)=O)C 5,5-dimethyl-oxazolidinone